5-[4-(3-([2-(furan-3-yl)-6-methylthieno[2,3-d]pyrimidin-4-yl]amino)propyl)phenyl]-N,N-dimethylpyrazine-2-carboxamide O1C=C(C=C1)C=1N=C(C2=C(N1)SC(=C2)C)NCCCC2=CC=C(C=C2)C=2N=CC(=NC2)C(=O)N(C)C